(1S)-1-ethyl-1-methyl-3H-furo[3,4-c]Pyridine-6-carboxylic acid C(C)[C@@]1(OCC=2C=NC(=CC21)C(=O)O)C